C(#N)C=1C=NN2C1C(=CC(=C2)OCC(C)(C)O)N2CCC2 1-(3-Cyano-6-(2-hydroxy-2-methylpropoxy)pyrazolo[1,5-a]pyridin-4-yl)azetidine